Pyridine-2-carboxylic acid [3-(tetrahydro-pyran-4-sulfonylamino)-adamantan-1-yl]-amide O1CCC(CC1)S(=O)(=O)NC12CC3(CC(CC(C1)C3)C2)NC(=O)C2=NC=CC=C2